FCS(=O)(=O)NC1C(NCC1F)CC=1C(=C(C=CC1)C1=C(C=CC=C1)OCCNC)F 1-fluoro-N-(4-fluoro-2-((2-fluoro-2'-(2-(methylamino)ethoxy)-[1,1'-biphenyl]-3-yl)methyl)pyrrolidin-3-yl)methanesulfonamide